CC1=C(C=C(C(=C1)CC1=C(C=CC=C1)[N+](=O)[O-])C)N=CN(C)CC N'-(2,5-dimethyl-4-(2-nitrobenzyl)phenyl)-N-ethyl-N-methylformimidamide